FC(C=1C=C(C=CC1)CNC1CC1)(F)F N-[[3-(trifluoromethyl)phenyl]methyl]cyclopropanamine